N,N-diallyl-dichloroacetamide C(C=C)N(C(C(Cl)Cl)=O)CC=C